C(C)(C)(C)OC(=O)N1CCC2(CC1)[C@H](C1=CC(=CC=C1C2)Cl)N[S@@](=O)C(C)(C)C (R)-1-(((S)-tert-butylsulfinyl)amino)-6-chloro-1,3-dihydrospiro[indene-2,4'-piperidine]-1'-carboxylic acid tert-butyl ester